C1(=CC=CC=C1)C1=CC=CC=2NC(=NC21)C2CN(CCO2)C#N 2-(4-phenyl-1H-benzo[d]imidazol-2-yl)morpholine-4-carbonitrile